(Z)-5'-fluoro-2'-oxo-[2,3'-biindolinylidene] FC=1C=C2/C(/C(NC2=CC1)=O)=C\1/NC2=CC=CC=C2C1